3-(1-cyanocyclopropyl)-N-[1-[3-(5-cyclopropylpyrimidin-2-yl)pyrazin-2-yl]ethyl]-5-(trifluoromethyl)benzamide C(#N)C1(CC1)C=1C=C(C(=O)NC(C)C2=NC=CN=C2C2=NC=C(C=N2)C2CC2)C=C(C1)C(F)(F)F